CC(C(=O)NC=1C=CC=C2C=CC=NC12)CC=C 2-methyl-N-(quinolin-8-yl)pent-4-enamide